Cl.CN(C)[C@H](C1=CC=CC=C1)CCOC1=CC=CC2=CC=CC=C12 (S)-N,N-dimethyl-α-[2-(1-naphthoxy)ethyl]benzylamine hydrochloride